OC1=C(C=NNC(=O)C2=CC3=CC=CC=C3C=C2O)C=CC=C1 3-hydroxy-2-naphthoic (2-hydroxyl-benzylidene) hydrazide